NCC(=O)N1C(C=2N(CC1)C(=C(N2)C2=CC(=C(C=C2)F)Cl)NC2=CC=C(C=C2)F)(C)C 2-amino-1-(2-(3-chloro-4-fluorophenyl)-3-((4-fluorophenyl)amino)-8,8-dimethyl-5,6-dihydroimidazo[1,2-a]pyrazin-7(8H)-yl)ethan-1-one